O1C(=NC2=C1C=CC=C2)C=2N=C(N(C(C2O)=O)C)N2[C@H](C1=CC=C(C=C1CC2)C(=O)O)C2=C(C=CC=C2)Cl (1R)-2-[4-(1,3-benzoxazol-2-yl)-5-hydroxy-1-methyl-6-oxopyrimidin-2-yl]-1-(2-chlorophenyl)-3,4-dihydro-1H-isoquinoline-6-carboxylic acid